C(C)(C)C1=C(OC=2C(=NC(=NC2)N)N)C=C(C(=C1)OC)C=1C=NN(C1)C 5-[2-Isopropyl-4-methoxy-5-(1-methyl-1H-pyrazol-4-yl)-phenoxy]-pyrimidine-2,4-diamine